bicyclo[2.2.1]hept-5-en-2-yl acetate C(C)(=O)OC1C2C=CC(C1)C2